CC1NC(C2=CC(=C(C=C12)NC(OC(C)(C)C)=O)C)=O tert-butyl (3,6-dimethyl-1-oxoisoindolin-5-yl)carbamate